cis-N,N-dimethyl-3-{[(2S)-oxolane-2-carbonyl]amino}-2-({[1-(pyrimidin-2-yl)piperidin-4-yl]oxy}methyl)piperidine-1-carboxamide CN(C(=O)N1[C@H]([C@H](CCC1)NC(=O)[C@H]1OCCC1)COC1CCN(CC1)C1=NC=CC=N1)C